FCCC1(CCNCC1)NC(C(C)C)=O N-(4-fluoroethylpiperidin-4-yl)isobutyramide